(S)-2-((R)-3-((3,3-difluoropropyl)(5-(5,6,7,8-tetrahydro-1,8-naphthyridin-2-yl)pentyl)amino)pyrrolidin-1-yl)-2-(3-fluoro-5-isopropyl-2-methoxyphenyl)acetic acid FC(CCN([C@H]1CN(CC1)[C@H](C(=O)O)C1=C(C(=CC(=C1)C(C)C)F)OC)CCCCCC1=NC=2NCCCC2C=C1)F